(R)-N-(2-(1-ethyl-2-methyl-2,5-dihydro-1H-pyrrol-3-yl)thieno[2,3-b]pyridin-4-yl)benzo[d]thiazol-5-amine C(C)N1[C@@H](C(=CC1)C1=CC=2C(=NC=CC2NC=2C=CC3=C(N=CS3)C2)S1)C